OC(C(C)=O)CCCCCCC 3-Hydroxydecan-2-one